P(O)(=O)(OP(=O)(O)OP(=O)(O)O)OC[C@@H]1[C@H]([C@H]([C@@H](O1)N1C(=O)NC(=O)C(=C1)CC=CN)O)O 5-aminoallyl uridine-5'-triphosphate